BrCC=1C=C2C=CC3(CCN(CC3)C(=O)OC(C)(C)C)OC2=CC1C(=O)OC 1'-(tert-butyl) 7-methyl 6-(bromomethyl)spiro[chromene-2,4'-piperidine]-1',7-dicarboxylate